((1r,3r)-3-((4-fluoro-3-(trifluoromethyl)phenyl)thio)cyclobutyl)carbamic acid FC1=C(C=C(C=C1)SC1CC(C1)NC(O)=O)C(F)(F)F